(5-chloroisoindolin-2-yl)-N-(3-hydroxyphenyl)-7-(1H-pyrazol-4-yl)pyrazolo[1,5-a]pyrimidine-2-carboxamide ClC=1C=C2CN(CC2=CC1)C=1C(=NN2C1N=CC=C2C=2C=NNC2)C(=O)NC2=CC(=CC=C2)O